[3-({[2-(2,6-dioxopiperidin-3-yl)-1,3-dioxo-2,3-dihydro-1H-isoindol-4-yl]amino}methyl)phenyl]methyl methanesulfonate CS(=O)(=O)OCC1=CC(=CC=C1)CNC1=C2C(N(C(C2=CC=C1)=O)C1C(NC(CC1)=O)=O)=O